NC[C@@]1([C@@H]2CCN(C[C@H]12)C1=CN=C2C(=N1)NN=C2C2=C(C=C(C(=O)NC)C=C2)Cl)C2=C(C=CC=C2)F 4-(6-((1S,6R,7R)-7-(aminomethyl)-7-(2-fluorophenyl)-3-azabicyclo[4.1.0]heptan-3-yl)-1H-pyrazolo[3,4-b]pyrazin-3-yl)-3-chloro-N-methylbenzamide